Cl.Cl.FC1=C(C=CC(=C1)C1NCCCC1)C=1N=C2SC3=C(N2C1)C=CC(=C3)C(=O)NCCCN3CCC(CC3)F 2-(2-fluoro-4-(piperidin-2-yl)phenyl)-N-(3-(4-fluoropiperidin-1-yl)propyl)benzo[d]imidazo[2,1-b]thiazole-7-carboxamide dihydrochloride